(3-(cyclopropylmethoxy)-4-(difluoromethoxy)phenyl)pyrrolidine C1(CC1)COC=1C=C(C=CC1OC(F)F)N1CCCC1